pyridazine-3-carbaldehyde oxime N1=NC(=CC=C1)C=NO